3-(4-cyano-2-methoxy-phenoxy)-5-methyl-6-phenyl-pyridazine-4-carboxylic acid C(#N)C1=CC(=C(OC=2N=NC(=C(C2C(=O)O)C)C2=CC=CC=C2)C=C1)OC